{(6,6'-diphenyl[1,1'-binaphthalene]-2,2'-diyl)bis[oxy(4-phenylnaphthalene-6,2-diyl)]}dimethanol C1(=CC=CC=C1)C=1C=C2C=CC(=C(C2=CC1)C1=C(C=CC2=CC(=CC=C12)C1=CC=CC=C1)OC=1C=C2C(=CC(=CC2=CC1)CO)C1=CC=CC=C1)OC=1C=C2C(=CC(=CC2=CC1)CO)C1=CC=CC=C1